3-[3-(difluoromethyl)-4-fluoro-phenyl]pyrrolidine-1-carboxylic acid tert-butyl ester C(C)(C)(C)OC(=O)N1CC(CC1)C1=CC(=C(C=C1)F)C(F)F